(2-(Benzyloxy)-4-(difluoromethyl)-6-hydroxyphenyl)(2-((dimethylamino)methyl)-5,7-dihydro-6H-pyrrolo[3,4-b]pyridin-6-yl)methanone C(C1=CC=CC=C1)OC1=C(C(=CC(=C1)C(F)F)O)C(=O)N1CC2=NC(=CC=C2C1)CN(C)C